(S)-1-[3-(1H-indazole-1-yl)pyridine-2-yl]-2-(5-fluoro-6-methyl-pyridine-2-yl)ethan-1-amine hydrochloride Cl.N1(N=CC2=CC=CC=C12)C=1C(=NC=CC1)[C@H](CC1=NC(=C(C=C1)F)C)N